ethyl-2-hydroxy-N-methylacetamide C(C)C(C(=O)NC)O